O=C1NC2=C(OC1)C=CC(=C2)B(O)O (3-oxo-3,4-dihydro-2H-benzo[B][1,4]oxazin-6-yl)boronic acid